(3-((5-(2-(aminomethyl)phenyl)pyridin-2-yl)methyl)-1,2,3-oxadiazol-3-ium-5-yl)((3-(trifluoromethyl)phenyl)carbamoyl)amide NCC1=C(C=CC=C1)C=1C=CC(=NC1)C[N+]1=NOC(=C1)[N-]C(NC1=CC(=CC=C1)C(F)(F)F)=O